(S)-4-(2-amino-3-(4-(morpholin-4-amido)phenyl)propionamido)benzoic acid N[C@H](C(=O)NC1=CC=C(C(=O)O)C=C1)CC1=CC=C(C=C1)NC(=O)N1CCOCC1